1-(4-benzyl-3,4-dihydro-2H-benzo[b][1,4]oxazin-6-yl)-3-(1H-indol-3-yl)urea C(C1=CC=CC=C1)N1C2=C(OCC1)C=CC(=C2)NC(=O)NC2=CNC1=CC=CC=C21